2-[2-(2,6-dichlorophenylamino)phenyl]acetic acid ClC1=C(C(=CC=C1)Cl)NC1=C(C=CC=C1)CC(=O)O